3-(2,6-difluorophenyl)-3-oxo-propionitrile FC1=C(C(=CC=C1)F)C(CC#N)=O